lithium vanadium telluride [Te-2].[V+5].[Li+].[Te-2].[Te-2]